1-(2,4-difluorophenyl)-3-(4-fluorophenyl)-N-(2-methoxyethyl)-5-methyl-4-(1-methyl-1H-pyrrol-2-yl)-4,5-dihydro-1H-pyrazole-5-carboxamide FC1=C(C=CC(=C1)F)N1N=C(C(C1(C(=O)NCCOC)C)C=1N(C=CC1)C)C1=CC=C(C=C1)F